BrC=1C(=C2C(=NC1)N=C(N2)C2=C(N(C(=C2)C)C2=CC=C(C=C2)C(=O)N2CCN(CC2)C)C)N[C@@H]2CN(CC2)S(=O)(=O)CC (S)-(4-(3-(6-bromo-7-((1-(ethylsulfonyl)pyrrolidine-3-yl)amino)-1H-imidazo[4,5-b]pyridine-2-yl)-2,5-dimethyl-1H-pyrrol-1-yl)phenyl)(4-methylpiperazine-1-yl)methanone